N-(2,5-dibromobenzyl)-N-(4-fluorobenzyl)-4-(3-(pyridin-4-ylmethyl)ureido)benzenesulfonamide BrC1=C(CN(S(=O)(=O)C2=CC=C(C=C2)NC(=O)NCC2=CC=NC=C2)CC2=CC=C(C=C2)F)C=C(C=C1)Br